C(C)(C)(C)OC(=O)N1CC2(C1)CC(C2)=CC(=O)OCC.OC(=O)C(F)(F)F.C2NCC21CC(C1)=CC(=O)OCC ethyl 2-{2-azaspiro[3.3]heptan-6-ylidene}acetate TFA salt tert-Butyl-6-(2-ethoxy-2-oxoethylidene)-2-azaspiro[3.3]heptane-2-carboxylate